2-oxoethyl(2-aminoethyl)(methyl)carbamate O=CCOC(N(C)CCN)=O